N[C@@H]1C2=CC=CC=C2CC12CCN(CC2)C=2NC(C1=C(N2)NN=C1C=1C=2C=C(C=NC2CC(C1)(C)C)C#N)=O (S)-5-(6-(1-amino-1,3-dihydrospiro[indene-2,4'-piperidin]-1'-yl)-4-oxo-4,5-dihydro-1H-pyrazolo[3,4-d]pyrimidin-3-yl)-7,7-dimethyl-7,8-dihydroquinoline-3-carbonitrile